(3R)-3-methyl-1-{[1,3]oxazolo[4,5-b]pyridin-2-yl}piperazine C[C@@H]1CN(CCN1)C=1OC=2C(=NC=CC2)N1